OC1=C(C=CC(=C1)OCCCCCCCC)C1=NC(=NC(=N1)C1=C(C=C(C=C1)OCCCCCCCC)O)C1=C(C=C(C=C1)C)C 2,4-bis(2-hydroxy-4-octyloxyphenyl)-6-(2,4-dimethylphenyl)s-triazine